C(C)(C)(C)OC(=O)N1CC2(CC2)CC1=O 6-oxo-5-azaspiro[2.4]heptane-5-carboxylic acid tert-butyl ester